ethyl (S)-6-(tert-butyl)-2-oxo-11-(((trifluoromethyl)sulfonyl)oxy)-6,7-dihydro-2H-benzofuro[2,3-a]quinolizine-3-carboxylate C(C)(C)(C)[C@@H]1CC2=C(C3=CC(C(=CN13)C(=O)OCC)=O)OC1=C2C=CC=C1OS(=O)(=O)C(F)(F)F